BrC1=C(C(=CC(=C1)F)C(CC1CC1)=O)C1OCCC(C1)C(=O)N [2-bromo-6-(2-cyclopropylacetyl)-4-fluoro-phenyl]tetrahydropyran-4-carboxamide